(1R,3S)-3-{5-[2-(2-formyl-3-hydroxy-5-methoxyphenoxy)acetamido]-2H-pyrazol-3-yl}cyclopentyl N-tert-butylcarbamate C(C)(C)(C)NC(O[C@H]1C[C@H](CC1)C=1NN=C(C1)NC(COC1=C(C(=CC(=C1)OC)O)C=O)=O)=O